ClC1=CC=C2C(=C(N(C2=C1C=1C(=NN(C1C)C)C)CCN1CCNCC1)C(=O)OC(C)(C)C)CCCOC1=CC=CC2=CC=CC=C12 tert-butyl 6-chloro-3-[3-(naphthalen-1-yloxy)propyl]-1-[2-(piperazin-1-yl)ethyl]-7-(1,3,5-trimethyl-1H-pyrazol-4-yl)-1H-indole-2-carboxylate